OC1C(CCCC1O)N(CCCCCCCC(=O)N(CCCCCCCCCC)CCCCCCCCCC)CCCCCCCC(=O)N(CCCCCCCCCC)CCCCCCCCCC 8,8'-((2,3-dihydroxy-cyclohexyl)azane-diyl)bis(N,N-didec-yloctanamide)